CN(CCNN(CCCCCCCC(=O)OC(CCCCCC)C\C=C/CCCCC)CCCCCCCC(=O)OC(CCCCCC)C\C=C/CCCCC)C di((Z)-pentadec-9-en-7-yl) 8,8'-(2-(2-(dimethylamino)ethyl)hydrazine-1,1-diyl)dioctanoate